N-(3-Cyano-6-(2,5-dichlorobenzyl)-4,5,6,7-tetrahydrothieno[2,3-c]pyridin-2-yl)-2-(4-(methylsulfonyl)phenyl)-acetamid C(#N)C1=C(SC=2CN(CCC21)CC2=C(C=CC(=C2)Cl)Cl)NC(CC2=CC=C(C=C2)S(=O)(=O)C)=O